C1(CC1)CN1C(N(C(C1=O)=O)CC1=NC(=NO1)CC(=O)N(CC1OC(CC1)=O)C1=C(C=CC=C1)OC)=O 2-(5-((3-(cyclopropylmethyl)-2,4,5-trioxoimidazolidin-1-yl)methyl)-1,2,4-oxadiazol-3-yl)-N-(2-methoxyphenyl)-N-((5-oxotetrahydrofuran-2-yl)methyl)acetamide